COC(=O)C1=CN(C(C=C1NC1CCOCC1)=O)C1CCOCC1.BrCC(OCCC)C1=CC=CC2=CC=CC=C12 (2-bromo-1-propoxyethyl)naphthalene methyl-6-oxo-1-(tetrahydro-2H-pyran-4-yl)-4-((tetrahydro-2H-pyran-4-yl)amino)-1,6-dihydropyridine-3-carboxylate